C1(CCCC1)NC=1C=C2C(N(C(C2=CC1)=O)CC1=CC2=C(NC(O2)=O)C=C1)C 6-((5-(cyclopentylamino)-3-methyl-1-oxoisoindolin-2-yl)methyl)benzo[d]oxazol-2(3H)-one